C1(CC1)C=1C=C(C2=C(N1)N(N=C2)C)C(=O)NCCN(C)C 6-cyclopropyl-N-[2-(dimethylamino)ethyl]-1-methyl-1H-pyrazolo[3,4-b]pyridine-4-carboxamide